NN1C(=NC(N([C@H]2[C@H](O)[C@H](O)[C@@H](CO)O2)C1)=O)N 5-amino-5-azacytidine